6-(2-methyl-benzooxazol-6-yl)-pyrimidin CC=1OC2=C(N1)C=CC(=C2)C2=CC=NC=N2